[NH4+].FC(CCCCCCCCCCC(F)(F)F)S(=O)(=O)[O-].[NH4+].FC(CCCCCCCCCCC(F)(F)F)S(=O)(=O)[O-] ammonium tetrafluorododecyl-sulfonate Ammonium